antimony-iron [Fe].[Sb]